BrC1=CC=C2C=3C(C4=C(C(C3NC2=C1)(C)C)C=C(C(=C4)Cl)N4CCNCC4)=O 4-(3-Bromo-9-chloro-6,6-dimethyl-11-oxo-6,11-dihydro-5H-benzo[b]carbazol-8-yl)piperazine